BrC1=C(C=NN1C)F 5-bromo-4-fluoro-1-methylpyrazole